epoxybutane CCC1CO1